OCC=1N(C2=CC=CC(=C2C1)OC)C(=O)OC(C)(C)C tert-butyl 2-(hydroxymethyl)-4-methoxy-1H-indole-1-carboxylate